10,10',10''-(4,5,6-tris(3-methyl-3H-imidazo[4,5-b]pyridin-2-yl)benzene-1,2,3-triyl)tris(5-methyl-5,10-dihydrophenazine) CN1C(=NC=2C1=NC=CC2)C2=C(C(=C(C(=C2C2=NC=1C(=NC=CC1)N2C)C2=NC=1C(=NC=CC1)N2C)N2C1=CC=CC=C1N(C=1C=CC=CC21)C)N2C1=CC=CC=C1N(C=1C=CC=CC21)C)N2C1=CC=CC=C1N(C=1C=CC=CC21)C